phenyl hydrogen (4-((8-methoxy-5H-pyrido[3,2-b]indol-5-yl)methyl)phenyl)phosphonate COC1=CC=2C3=C(N(C2C=C1)CC1=CC=C(C=C1)P(OC1=CC=CC=C1)(O)=O)C=CC=N3